(2-((3aR,6aR)-1-(tert-butoxycarbonyl)hexahydropyrrolo[3,4-b]pyrrol-5(1H)-yl)-5-chlorophenyl)boronic acid C(C)(C)(C)OC(=O)N1[C@@H]2[C@H](CC1)CN(C2)C2=C(C=C(C=C2)Cl)B(O)O